CN1C(=C(C2=C1N=CN=C2N)C2=CC=C(C=C2)OC2=NC=CC=N2)C2CNCC2 7-methyl-5-(4-(pyrimidin-2-yloxy)phenyl)-6-(pyrrolidin-3-yl)-7H-pyrrolo[2,3-d]pyrimidin-4-amine